tert-butyl-N-{[1-methyl-4-(4,4,5,5-tetramethyl-1,3,2-dioxaborolan-2-yl)cyclohex-3-en-1-yl]methyl}carbamate C(C)(C)(C)OC(NCC1(CC=C(CC1)B1OC(C(O1)(C)C)(C)C)C)=O